C(C)(C)(C)OC(=O)N([C@@H](CC(N)=O)C(=O)O)C(=O)OC(C)(C)C di-t-butoxycarbonyl-L-asparagine